3,4,5-trimethyl-2-cycloheptenone CC1=CC(CCC(C1C)C)=O